S-{2-[(3-Aminopropyl){(1R)-1-[1-benzyl-4-(2,5-difluorophenyl)-1H-pyrrol-2-yl]-2,2-dimethylpropyl}amino]-2-oxoethyl}-N-[(2,5-dioxo-2,5-dihydro-1H-pyrrol-1-yl)acetyl]-L-cystein NCCCN(C(CSC[C@H](NC(CN1C(C=CC1=O)=O)=O)C(=O)O)=O)[C@H](C(C)(C)C)C=1N(C=C(C1)C1=C(C=CC(=C1)F)F)CC1=CC=CC=C1